C1(CC1)C=1N=CC2=C(N1)CCN(C2)C(=O)[C@@H]2CC21CCN(CC1)C(=O)OC(C(F)(F)F)C(F)(F)F 1,1,1,3,3,3-hexafluoropropan-2-yl (R)-1-(2-cyclopropyl-5,6,7,8-tetrahydropyrido[4,3-d]pyrimidine-6-carbonyl)-6-azaspiro[2.5]octane-6-carboxylate